3-(2,4-dimethyl-1,3-thiazol-5-yl)-N-[(2S)-1-{4-[(2-oxo-2,3-dihydro-1,3-benzothiazol-6-yl)sulfonyl]piperazin-1-yl}propan-2-yl]benzamide CC=1SC(=C(N1)C)C=1C=C(C(=O)N[C@H](CN2CCN(CC2)S(=O)(=O)C2=CC3=C(NC(S3)=O)C=C2)C)C=CC1